CC(CC=1SC(=CN1)C1=NC(=NC=C1C(F)(F)F)N[C@@H]1[C@@H](CN(CC1)S(=O)(=O)C=1C=NN(C1)C)C)(C)O 2-methyl-1-(5-(2-(((3R,4S)-3-methyl-1-((1-methyl-1H-pyrazol-4-yl)sulfonyl)piperidin-4-yl)amino)-5-(trifluoromethyl)pyrimidin-4-yl)thiazol-2-yl)propan-2-ol